(R)-2-(but-3-enyl)oxirane C(CC=C)[C@H]1OC1